N-(1-(6-(3-Methoxytetrahydrofuran-3-yl)-4-methylpyridin-2-yl)-3-vinyl-1H-pyrrolo[3,2-c]pyridine-6-yl)acetamide COC1(COCC1)C1=CC(=CC(=N1)N1C=C(C=2C=NC(=CC21)NC(C)=O)C=C)C